1-(2,2-di(4-methoxyphenyl)vinyl)tetrahydro-1H-thiophen-1-ium triflate [O-]S(=O)(=O)C(F)(F)F.COC1=CC=C(C=C1)C(=C[S+]1CCCC1)C1=CC=C(C=C1)OC